5-(chloromethyl)-1-methyl-pyrazole hydrochloride Cl.ClCC1=CC=NN1C